4-(cyclobutylamino)cyclohexanone (±)-lactate C([C@H](O)C)(=O)O.C1(CCC1)NC1CCC(CC1)=O |r|